BrC1=C(C(=CC2=CN(N=C12)C)N)F 7-bromo-6-fluoro-2-methyl-2H-indazol-5-amine